[C-]#N.C(C)[NH+]1C=C(C=C1)CCCC 1-Ethyl-3-butylpyrrolium cyanid